ClC1=NC=CC2=C1C(=CN2COCC[Si](C)(C)C)C2CC2 4-chloro-3-cyclopropyl-1-((2-(trimethylsilyl)ethoxy)methyl)-1H-pyrrolo[3,2-c]pyridine